O-phenyl-neopentyl glycol C1(=CC=CC=C1)OCC(C)(CO)C